dimethyl-2H-[1,4'-bipyridin]-2-one CC1=C(C(N(C=C1)C1=CC=NC=C1)=O)C